C(#N)C(=CC1=C(N(C(=C1)C)C=1SC(=C(C1C#N)C)C)C)C=1NC=2C(=NC=CC2OC)N1 2-(3-(2-cyano-2-(7-methoxy-1H-imidazo[4,5-b]pyridin-2-yl)vinyl)-2,5-dimethyl-1H-pyrrol-1-yl)-4,5-dimethylthiophene-3-carbonitrile